tert-butyl (3-ethoxy-5-(6-((2-(7-fluoro-4-methoxy-2-methyl-1H-indol-1-yl)ethyl)amino)pyrimidin-4-yl)thiophen-2-yl)carbamate C(C)OC1=C(SC(=C1)C1=NC=NC(=C1)NCCN1C(=CC2=C(C=CC(=C12)F)OC)C)NC(OC(C)(C)C)=O